2-(3-ethoxy-5-(trifluoromethoxy)phenyl)-6-(4,4,5,5-tetramethyl-1,3,2-dioxaborolan-2-yl)pyridazin-3(2H)-one C(C)OC=1C=C(C=C(C1)OC(F)(F)F)N1N=C(C=CC1=O)B1OC(C(O1)(C)C)(C)C